4-methyl-6-(((R)-6-((2-methyl-1H-imidazol-1-yl)methyl)-8-(1-methyl-3-(trifluoromethyl)-1H-pyrazol-4-yl)-4-oxochroman-3-yl)methyl)pyridin CC1=CC=NC(=C1)C[C@@H]1COC2=C(C=C(C=C2C1=O)CN1C(=NC=C1)C)C=1C(=NN(C1)C)C(F)(F)F